2-methylene-1-(2-(5-(p-tolyl)-1H-imidazol-2-yl)piperidin-1-yl)butan-1-one C=C(C(=O)N1C(CCCC1)C=1NC(=CN1)C1=CC=C(C=C1)C)CC